trans-styryl-pyridinium C(=C\C1=CC=CC=C1)/[N+]1=CC=CC=C1